tert-butyl (2S,6S)-4-[4-[(7-fluoro-2-methyl-benzotriazol-5-yl)carbamoyl]-2-methoxy-1,3-benzothiazol-7-yl]-2,6-dimethyl-piperazine-1-carboxylate FC1=CC(=CC=2C1=NN(N2)C)NC(=O)C2=CC=C(C1=C2N=C(S1)OC)N1C[C@@H](N([C@H](C1)C)C(=O)OC(C)(C)C)C